N-(1-(2,3,5,6-tetrafluoro-4-(methyl-sulfonyl)phenyl)ethyl)-8-(4-(trifluoromethyl)phenyl)quinoline-3-carboxamide FC1=C(C(=C(C(=C1F)S(=O)(=O)C)F)F)C(C)NC(=O)C=1C=NC2=C(C=CC=C2C1)C1=CC=C(C=C1)C(F)(F)F